The molecule is a glycosylgalactose consisting of beta-D-galactose substituted on O-6 with a beta-D-glucopyranuronosyl (beta-D-glucopyranosyluronic acid) group. It has a role as an epitope. C([C@@H]1[C@@H]([C@@H]([C@H]([C@@H](O1)O)O)O)O)O[C@H]2[C@@H]([C@H]([C@@H]([C@H](O2)C(=O)O)O)O)O